5-(Trifluoromethyl)-N-(1-((4-(3-(trifluoromethyl)-1H-indazol-5-yl)phenyl)sulfonyl)piperidin-4-yl)pyridin-2-amine FC(C=1C=CC(=NC1)NC1CCN(CC1)S(=O)(=O)C1=CC=C(C=C1)C=1C=C2C(=NNC2=CC1)C(F)(F)F)(F)F